CS(=O)(=O)C=1C=C(C=NC1)C1=NC(=NC=C1C(F)(F)F)N[C@@H]1CC[C@H](CC1)N(C(OC(C)C)=O)C1=NC=C(N=C1)C=1C=NC(=NC1)OC propan-2-yl (trans-4-((4-(5-(methanesulfonyl)pyridin-3-yl)-5-(trifluoromethyl)pyrimidin-2-yl)amino)cyclohexyl)(5-(2-methoxypyrimidin-5-yl)pyrazin-2-yl)carbamate